C(#N)[C@@H](C[C@@H]1C(NCCC1)=O)NC(=O)[C@H]1N(C[C@@H]2[C@H]1CC(C2)(F)F)C(=O)C=2NC1=CC=CC(=C1C2)F (1S,3aS,6aR)-N-((R)-1-cyano-2-((R)-2-oxopiperidin-3-yl)ethyl)-5,5-difluoro-2-(4-fluoro-1H-indole-2-carbonyl)octahydrocyclopenta[c]pyrrole-1-carboxamide